[C@@H]1([C@@H](CC=CC1)C(=O)O)C(=O)O trans-4-cyclohexene-1,2-dicarboxylic acid